3-chloro-2-fluoro-4-(oxetan-3-ylmethoxy)aniline ClC=1C(=C(N)C=CC1OCC1COC1)F